O.O=C[C@H](O)[C@@H](O)[C@H](O)[C@H](O)CO D-(+)-Glucose-monohydrate